C(C)S(=O)(=O)NC1=CC=C(C=C1)C1=NNC(=C1C(=O)N)NC1=NC(=CN=C1)C 3-(4-(ethylsulfonamido)phenyl)-5-((6-methylpyrazin-2-yl)amino)-1H-pyrazole-4-carboxamide